4-methyl-5-(4,4,5,5-tetramethyl-1,3,2-dioxaborolan-2-yl)-2-(trifluoromethyl)pyridine CC1=CC(=NC=C1B1OC(C(O1)(C)C)(C)C)C(F)(F)F